S1C(=NC2=C1C=CC=C2)SN2CCOCC2 (2-benzothiazolylthio)Morpholine